2-(4-bromo-5-fluoro-2-nitro-phenyl)acetic acid BrC1=CC(=C(C=C1F)CC(=O)O)[N+](=O)[O-]